Cl.CN(C)CC(CC(=O)Cl)=O N,N-dimethylaminoacetoacetyl chloride hydrochloride